C(C)(C)(C)OC1=CC=C(CNC([C@@H](CCCNC(=N)N)NC(OC(C)(C)C)=O)=O)C=C1 tert-butyl (R)-(1-((4-(tert-butoxy)benzyl)amino)-5-guanidino-1-oxopentan-2-yl)carbamate